CC1(CC1)OC=1C=C2C(=NNC2=CC1)C1=CC(=NC=C1)N1CC(C1)CCC1CCNCC1 5-(1-methylcyclopropoxy)-3-[2-[3-[2-(4-piperidyl)ethyl]azetidin-1-yl]-4-pyridyl]-1H-indazole